penta(ethyleneoxy)-tridecanoyl-dimethylsilylisobutyl chloride C(COC(C(C([Si](C)(C)C(CCCCCCCCCCCC)=O)(OCCCl)Cl)(C)OCCCl)(OCCCl)OCCCl)Cl